C(#N)CN1N=C(C=C1\C=N\S(=O)C(C)(C)C)C N-{(E)-[1-(cyanomethyl)-3-methyl-1H-pyrazol-5-yl]methylene}-2-methylpropan-2-sulfinamide